2'-(3-chloro-2-methyl-1H-pyrrolo[2,3-b]pyridin-5-yl)-5',6'-dihydrospiro[piperidine-4,4'-pyrrolo[1,2-b]pyrazole] ClC1=C(NC2=NC=C(C=C21)C=2C=C1N(N2)CCC12CCNCC2)C